C(CCCCCCC)N(CCCCCCCC)C N,N-dioctylmonomethylamine